C(#N)C=1C(=C(C(=NC1)C(F)(F)F)NC(/C(=C/C1=CC=C2C(=NNC2=C1F)C#C)/F)=O)C (Z)-N-(5-Cyano-4-methyl-2-(trifluoromethyl)pyridin-3-yl)-3-(3-ethynyl-7-fluoro-1H-indazol-6-yl)-2-fluoroacrylamide